(S)-1-(heptadecan-9-yl) 9-(1-((8-(heptadecan-9-yloxy)-8-oxo-octanoyl)oxy)-3-((2-oxido-1,3,2-dioxaphospholan-2-yl)oxy)propan-2-yl) nonanedioate C(CCCCCCCC(=O)O[C@@H](COC(CCCCCCC(=O)OC(CCCCCCCC)CCCCCCCC)=O)COP1(OCCO1)=O)(=O)OC(CCCCCCCC)CCCCCCCC